5-chloro-1,3-dibromobenzene ClC=1C=C(C=C(C1)Br)Br